Cl.Cl.FC1=C2C=C(N=NC2=CC(=C1)C=1C=C(C=2N(N1)C=C(N2)C)OCCN2N=CC=C2)C2CCNCC2 5-Fluoro-7-{2-methyl-8-[2-(1H-pyrazol-1-yl)ethoxy]imidazo[1,2-b]pyridazin-6-yl}-3-(piperidin-4-yl)cinnoline dihydrochloride